BrC=1C=CC(=NC1)C1=C(C(=O)NC)C=CC(=N1)N1CCCC1 (5-Bromopyridin-2-yl)-N-methyl-6-(pyrrolidin-1-yl)nicotinamide